FC(CCCS(=O)(=O)[O-])F 3,3-Difluoropropylmethanesulfonate